C(C1=CC=CC=C1)[C@@H]1CN=CC=2N1C(=NN2)C(F)(F)F |r| (±)-benzyl-3-(trifluoromethyl)-5,6-dihydro-[1,2,4]triazolo[4,3-a]pyrazin